N1CC(C1)CNC(O[C@H]1[C@H](NC[C@@H]1O)CC1=CC=C(C=C1)OC)=O (2R,3S,4S)-4-hydroxy-2-[(4-methoxyphenyl)methyl]pyrrolidin-3-yl N-(azetidin-3-ylmethyl)carbamate